ClC1=CC(=CC(=N1)N[C@H](CO)C)N1CCOCC1 (2S)-2-{[6-chloro-4-(morpholin-4-yl)pyridin-2-yl]amino}propan-1-ol